tert-butyl-4-[7-(3-benzyloxy-1-naphthyl)-2-[2-(dimethyl amino)ethoxy]-6,8-dihydro-5H-pyrido[3,4-d]pyrimidin-4-yl]-3-[2-[tert-butyl(diphenyl)silyl]oxyethyl]piperazine-1-carboxylate C(C)(C)(C)OC(=O)N1CC(N(CC1)C=1C2=C(N=C(N1)OCCN(C)C)CN(CC2)C2=CC(=CC1=CC=CC=C21)OCC2=CC=CC=C2)CCO[Si](C2=CC=CC=C2)(C2=CC=CC=C2)C(C)(C)C